CC=1N=CN(C1C)C1=NC(C(C2=CC=CC=C12)(F)F)(C)C 1-(4,5-dimethylimidazol-1-yl)-4,4-difluoro-3,3-dimethyl-isoquinoline